5-methyl-6-[[4-(2-pyridinyl)phenyl]methyl]-1-tetrahydropyran-4-yl-pyrazolo[3,4-d]pyrimidin-4-one CN1C(=NC2=C(C1=O)C=NN2C2CCOCC2)CC2=CC=C(C=C2)C2=NC=CC=C2